ethyl 1-[2-[1-[(3-methylphenyl)methyl]-5-oxopyrrolidin-2-yl]acetyl]piperidine-2-carboxylate CC=1C=C(C=CC1)CN1C(CCC1=O)CC(=O)N1C(CCCC1)C(=O)OCC